1-Tert-butyl N-[2-[2-[2-[2-[2-[3-(difluoromethyl)-4-nitro-pyrazol-1-yl]ethoxy]ethoxy]ethoxy] ethoxy]ethyl]carbamate FC(C1=NN(C=C1[N+](=O)[O-])CCOCCOCCOCCOCCNC(OC(C)(C)C)=O)F